4-phenoxypyridinamide O(C1=CC=CC=C1)C1=CC(=NC=C1)C(=O)N